C1(=CC(=CC=C1)C=1N=C(SC1)NC(=O)[C@H]1N(CC1)C(=O)C1=CN(C=C1)S(=O)(=O)C)C1=CC(=CC=C1)C1=CC=CC=C1 (S)-N-(4-([1,1':3',1''-terphenyl]-3-yl)thiazol-2-yl)-1-(1-(methylsulfonyl)-1H-pyrrole-3-carbonyl)azetidine-2-carboxamide